6-(3-chloropyridin-4-yl)-2-(methylsulfinyl)-8,9-dihydroimidazo[1',2':1,6]pyrido[2,3-d]pyrimidine ClC=1C=NC=CC1C1=CC2=C(N=C(N=C2)S(=O)C)N2C1=NCC2